C(C)(C)(C)C1=CC(=NC=N1)N[C@H](C(=O)O)CCN(CCCCC1=NC=2NCCCC2C=C1)C[C@@H](C)OC (S)-2-((6-(tert-butyl)pyrimidin-4-yl)amino)-4-(((R)-2-methoxypropyl)(4-(5,6,7,8-tetrahydro-1,8-naphthyridin-2-yl)butyl)amino)butanoic acid